CC1(C(C1C(=O)O)C(=O)O)C CARONIC ACID